FC=1C=NC(=NC1)C=1C(=C(C=CC1)NC1=NC(=NC=C1C(=O)NC)N1C[C@H](CC1)C(NC)=O)OC (S)-4-((3-(5-fluoropyrimidin-2-yl)-2-methoxyphenyl)amino)-N-methyl-2-(3-(methylcarbamoyl)pyrrolidin-1-yl)pyrimidine-5-carboxamide